(2-chloro-2'-cyanobiphenyl-3,3'-diyl)bis(1-methyl-4,5,6,7-tetrahydro-1H-imidazo[4,5-c]pyridine-2-carboxamide) ClC1=C(C=CC=C1C1NCCC2=C1N=C(N2C)C(=O)N)C2=C(C(=CC=C2)C2NCCC1=C2N=C(N1C)C(=O)N)C#N